N-(4-Chloro-3-methylphenyl)-N-methyl-1-[6-methyl-4-(trifluoromethyl)pyridin-2-yl]-3,4-dihydro-2H-quinoline-2-carboxamide ClC1=C(C=C(C=C1)N(C(=O)C1N(C2=CC=CC=C2CC1)C1=NC(=CC(=C1)C(F)(F)F)C)C)C